N4-isobutyl-N6-(2-methoxy-4-((4-morpholinopiperidin-1-yl)sulfonyl)phenyl)-1H-pyrrolo[2,3-b]pyridine-4,6-diamine C(C(C)C)NC=1C2=C(N=C(C1)NC1=C(C=C(C=C1)S(=O)(=O)N1CCC(CC1)N1CCOCC1)OC)NC=C2